(4R)-4-(4,4-diethyl-2-imino-6-oxo-hexahydropyrimidin-1-yl)-N-[(1R,2R)-2-hydroxyindan-1-yl]-1,1-dioxo-3,4-dihydro-2H-thiochromene-6-carboxamide C(C)C1(NC(N(C(C1)=O)[C@@H]1CCS(C2=CC=C(C=C12)C(=O)N[C@H]1[C@@H](CC2=CC=CC=C12)O)(=O)=O)=N)CC